C(C)(=O)[O-].C(C)(=O)[O-].[Na+].[Na+].N[C@@H](CCC(=O)O)C(=O)O glutamic acid disodium diacetate